(methoxy)methane COC